Hexyldiethyl-aminohydroxybenzoylbenzoat C(CCCCC)OC(C1=C(C(=C(C(=C1CC)CC)N)O)C(C1=CC=CC=C1)=O)=O